COC(CC1=CC(=C(C=C1)Cl)Br)=O 2-(3-Bromo-4-chlorophenyl)acetic acid methyl ester